C(C)(C)(C)OC(=O)C1(CC(C1)CCO)C(=O)OC(C)(C)C 3-hydroxyethyl-cyclobutane-1,1-dicarboxylic acid di-tert-butyl ester